ClC1=NC=CC(=C1)C1=NNC(=N1)C1=CC=NC=C1 2-chloro-4-[(5-pyridin-4-yl)-1h-[1,2,4]triazol-3-yl]-pyridine